5-hydroxy-2-(4-hydroxy-3-methoxyphenyl)-3,7-dimethoxychromen-4-one OC1=C2C(C(=C(OC2=CC(=C1)OC)C1=CC(=C(C=C1)O)OC)OC)=O